trans-4,4-stilbenedicarboxylic acid C1(=CCC(C=C1)(C(=O)O)C(=O)O)\C=C\C1=CC=CC=C1